[18F]fluoroethyl azide [18F]CCN=[N+]=[N-]